9-(hydroxymethyl)anthracene OCC=1C2=CC=CC=C2C=C2C=CC=CC12